(2-(4-Fluorobenzyl)-2,6-dihydropyrrolo[3,4-c]pyrazol-5(4H)-yl)benzonitrile FC1=CC=C(CN2N=C3C(=C2)CN(C3)C3=C(C#N)C=CC=C3)C=C1